S1C=CC=2OCCCC(C21)=O 6,7-dihydrothieno[3,2-b]oxepin-8(5H)-one